oxazol-4-ylcarboxamide hydrochloride Cl.O1C=NC(=C1)C(=O)N